(3aR,8aS)-1,3a,8-trimethyl-1,2,3,3a,8,8a-hexahydropyrrolo(2,3-b)indol-5-yl phenylcarbamate C1(=CC=CC=C1)NC(OC=1C=C2[C@@]3([C@H](N(C2=CC1)C)N(CC3)C)C)=O